N-Bocleucine C(=O)(OC(C)(C)C)N[C@@H](CC(C)C)C(=O)O